4-(2-{[(2R,7aS)-2-fluoro-hexahydro-1H-pyrrolizin-7a-yl]methoxy}-6-chloro-4-[(1S,6R)-3,9-diazabicyclo[4.2.1]nonan-3-yl]-8-fluoroquinazolin-7-yl)naphthalen-2-ol F[C@@H]1C[C@@]2(CCCN2C1)COC1=NC2=C(C(=C(C=C2C(=N1)N1C[C@@H]2CC[C@H](CC1)N2)Cl)C2=CC(=CC1=CC=CC=C21)O)F